NC(CNC1=NC(=C2C(=N1)N(N=C2)C)NCC2CC2)C2=CC=CC=C2 6-N-(2-amino-2-phenylethyl)-4-N-(cyclopropylmethyl)-1-methylpyrazolo[3,4-d]pyrimidine-4,6-diamine